FC1=C(C=C(C=C1)F)[C@H]1N(CC[C@H](C1)NC)C(=O)N1CC2(CCCC2)[C@@H](CC1)CN1C=NC(=CC1=O)C1=CC=CC=C1 3-(((R)-7-((2S,4R)-2-(2,5-Difluorophenyl)-4-(methylamino)piperidine-1-carbonyl)-7-azaspiro[4.5]decan-10-yl)methyl)-6-phenylpyrimidin-4(3H)-one